ClC1=NC=CC(=C1C1=NNC(=C1)C=1C=NC=CC1)C1=CC=CC=C1 2-chloro-4-phenyl-3-(5-(pyridin-3-yl)-1H-pyrazol-3-yl)pyridine